3,7,8-trihydroxy-3-methyl-10-oxo-1,4-dihydropyrano[4,3-b]Chromene-9-carboxylic acid OC1(CC=2OC=3C=C(C(=C(C3C(C2CO1)=O)C(=O)O)O)O)C